methyl 3-[4-(3-{[(tert-butoxy)carbonyl]amino}-3-methylpyrrolidin-1-yl)-5-(4-fluoro-1H-1,3-benzodiazol-2-yl)pyridin-3-yl]benzoate C(C)(C)(C)OC(=O)NC1(CN(CC1)C1=C(C=NC=C1C1=NC2=C(N1)C=CC=C2F)C=2C=C(C(=O)OC)C=CC2)C